Tert-Butyl Isocyanoacetate [N+](#[C-])CC(=O)OC(C)(C)C